1-[(tert-butoxy)carbonyl]-4-(2,3-dichloro-6-methoxyphenyl)piperazine-2-carboxylic acid C(C)(C)(C)OC(=O)N1C(CN(CC1)C1=C(C(=CC=C1OC)Cl)Cl)C(=O)O